tert-butyl 2-(4-(3,4-dichlorophenyl)-5-isobutylthiazol-2-yl)-14,14-dimethyl-5,12-dioxo-1-phenyl-13-oxa-2,6,9,11-tetraazapentadecan-10-ylidenecarbamate ClC=1C=C(C=CC1Cl)C=1N=C(SC1CC(C)C)N(CC1=CC=CC=C1)CCC(NCCNC(NC(OC(C)(C)C)=O)=NC(OC(C)(C)C)=O)=O